BrC1=CN=CN1C1COC1 5-bromo-1-(oxetan-3-yl)-1H-imidazole